3-amino-4-bromo-6-chloropyridinecarboxylic acid ethyl ester C(C)OC(=O)C1=NC(=CC(=C1N)Br)Cl